2-({4-[2-(4-chloro-2-fluorophenyl)-7-fluoro-2-methyl-1,3-benzodioxol-4-yl]piperidin-1-yl}methyl)-1-[(2S)-oxetan-2-ylmethyl]-1H-benzimidazole-6-carboxylic acid ClC1=CC(=C(C=C1)C1(OC2=C(O1)C(=CC=C2C2CCN(CC2)CC2=NC1=C(N2C[C@H]2OCC2)C=C(C=C1)C(=O)O)F)C)F